3-Formylsalicylic acid C(=O)C1=C(C(C(=O)O)=CC=C1)O